methyl 2-bromo-4-[4-(dimethoxymethyl)-1-piperidyl]benzoate BrC1=C(C(=O)OC)C=CC(=C1)N1CCC(CC1)C(OC)OC